C[C@]12CC[C@H]3[C@H]([C@@H]1CC[C@]2(C#C)O)CCC4=C3C=CC(=C4)O ethynyl-estradiol